2-(1-(mercaptomethyl)cyclopropyl)acetic acid SCC1(CC1)CC(=O)O